(6-chloro-3-((6-methoxy-2-methyl-1,2,3,4-tetrahydroisoquinolin-7-yl)amino)-1,2,4-triazin-5-yl)-1H-indole-3-sulfonamide ClC1=C(N=C(N=N1)NC1=C(C=C2CCN(CC2=C1)C)OC)N1C=C(C2=CC=CC=C12)S(=O)(=O)N